OC(=O)C(F)(F)F.S1C(=NC2=C1C=CC=C2)NC(C#N)C2CNCC2 2-(benzo[d]thiazol-2-ylamino)-2-(pyrrolidin-3-yl)acetonitrile TFA salt